[Br-].COC1=CC=CC=2N(C3=CC=CC=C3[C@H](C12)C1=CC=CC2=CC=CC=C12)C1=CC=CC=C1 |r| (±)-1-methoxy-9-(naphthalen-1-yl)-10-phenylacridine bromide